NC1=C(SC=2N=C(N=C(C21)NCCO)C2=CC=NC=C2)C(=O)N2CCCCC2 (5-Amino-4-((2-hydroxyethyl)amino)-2-(pyridin-4-yl)thieno[2,3-d]pyrimidin-6-yl)(piperidin-1-yl)methanone